ethyl 4-((1-acetylamino-2-methylhexan-2-yl) amino)-2-((2,4-dimethoxybenzyl) amino)-1,5-naphthyridine-3-carboxylate C(C)(=O)NCC(CCCC)(C)NC1=C(C(=NC2=CC=CN=C12)NCC1=C(C=C(C=C1)OC)OC)C(=O)OCC